4-(4-(tert-butylamino)pyrido[3,4-d]pyrimidin-2-yl)-1,2,5-oxadiazol-3-amine C(C)(C)(C)NC=1C2=C(N=C(N1)C=1C(=NON1)N)C=NC=C2